4-bromo-3-(1-tert-butoxycarbonyl-1-methyl-ethoxy)-benzoic acid methyl ester COC(C1=CC(=C(C=C1)Br)OC(C)(C)C(=O)OC(C)(C)C)=O